C(C)(C)(C)S(=O)(=O)N1CC(CC1(C)C)N1C2=C(OCC1)C=C(C=C2)C#N 4-(1-(tert-butylsulfonyl)-5,5-dimethylpyrrolidin-3-yl)-3,4-dihydro-2H-benzo[b][1,4]oxazine-7-carbonitrile